ClC1=CC(=C(C(=N1)C1=C2C(=NC=C1)C=C(S2)CN2C(C1C(C1C2=O)(C)C)=O)C(=O)N2CCNCC2)C 3-((7-(6-chloro-4-methyl-3-(piperazine-1-carbonyl)pyridin-2-yl)thieno[3,2-b]pyridin-2-yl)methyl)-6,6-dimethyl-3-azabicyclo[3.1.0]hexane-2,4-dione